[Br-].CN[NH3+] methylaminoammonium bromide